(E)-3-((3,3-dibutyl-2-(4-methoxybenzyl)-7-(methylsulfanyl)-1,1-dioxido-5-phenyl-2,3,4,5-tetrahydro-1,2,5-benzothiadiazin-8-yl)oxy)but-2-enoic acid C(CCC)C1(N(S(C=2C(C1)N(C=C(C2O/C(=C/C(=O)O)/C)SC)C2=CC=CC=C2)(=O)=O)CC2=CC=C(C=C2)OC)CCCC